CC1(OCCO1)C1=CC=C(S1)/C=C/C(=O)OC methyl (E)-3-[5-(2-methyl-1,3-dioxolan-2-yl)thiophen-2-yl]acrylate